N-(2-hydroxyethoxy)-1-methyl-2-((6-(trifluoro-methoxy)benzo[d]-oxazol-2-yl)amino)-1H-benzo[d]imidazole-5-carboxamide OCCONC(=O)C1=CC2=C(N(C(=N2)NC=2OC3=C(N2)C=CC(=C3)OC(F)(F)F)C)C=C1